FC(F)C1=C(N=NN1)C1=NC=CC=C1 DIFLUORoMETHYL-PYRIDIN-2-YL-TRIAZOLE